1-methylindazol-5-amine CN1N=CC2=CC(=CC=C12)N